(E)-3-fluoro-2-hydroxy-5-(4-methoxystyryl)benzaldehyde FC=1C(=C(C=O)C=C(C1)\C=C\C1=CC=C(C=C1)OC)O